ClC1=NC=CC(=N1)C1=C(C=NN1C)C 2-chloro-4-(1,4-dimethyl-1H-pyrazol-5-yl)pyrimidine